2-(6-methyl-3,4a,5,7,8,8a-hexahydro-2H-pyrido[4,3-b][1,4]oxazin-4-yl)oxazolo[4,5-b]pyridin-5-ylphenol CN1CC2C(OCCN2C=2OC=3C(=NC(=CC3)C3=C(C=CC=C3)O)N2)CC1